(1r,4r,Z)-4-((4-(2-(2-aminopyridin-3-yl)-5-phenyl-3H-imidazo[4,5-b]pyridin-3-yl)benzyl)(methyl)amino)-N'-hydroxycyclohexane-1-carboximidamide NC1=NC=CC=C1C1=NC=2C(=NC(=CC2)C2=CC=CC=C2)N1C1=CC=C(CN(C2CCC(CC2)/C(/N)=N/O)C)C=C1